OC1=CC=CC(=N1)C1CC=C(CC1)CC1=NC=CN1C[C@H]1OCC1 (S)-2-((4-(6-hydroxypyridin-2-yl)cyclohexenyl)methyl)-3-(oxetan-2-ylmethyl)-3H-imidazole